C(C)(C)(C)C=1C(=CC(=C(C1)C(CCC)C1=C(C=C(C(=C1)C(C)(C)C)O)C)C)O 1,1-Bis-(5-tert.butyl-4-hydroxy-2-methylphenyl)-butan